FC1=CC=C(OC[C@H]2N(C3CC([C@H]2C)C3)C(=O)C=3N=C(SC3C3=CC=CC=C3)C)C=C1 (3s,4r)-3-(4-fluorophenoxymethyl)-4-methyl-2-(2-methyl-5-phenyl-1,3-thiazole-4-carbonyl)-2-azabicyclo[3.1.1]heptane